ethyl-3-((6-chloropyridin-3-yl)-methyl)-2-nitroiminoimidazolidine-1-carboxylate C(C)OC(=O)N1C(N(CC1)CC=1C=NC(=CC1)Cl)=N[N+](=O)[O-]